BrC1=CC(=C(C=C1)N(C(OC(C)(C)C)=O)C=1SC=C(N1)COC1=CC(=CC2=C1C=C(O2)C=2N=C1SC(=NN1C2)OC)OC)C tert-butyl (4-bromo-2-methylphenyl)(4-(((6-methoxy-2-(2-methoxyimidazo[2,1-b][1,3,4]thiadiazol-6-yl)benzofuran-4-yl)oxy)methyl)thiazol-2-yl)carbamate